2,4-Diphenyl-8-(3-(4a,4b,8a,9a-tetrahydro-9H-carbazol-9-yl)triphenylen-2-yl)benzofuro[3,2-d]pyrimidin C1(=CC=CC=C1)C=1N=C(C2=C(N1)C1=C(O2)C=CC(=C1)C1=CC=2C3=CC=CC=C3C3=CC=CC=C3C2C=C1N1C2C=CC=CC2C2C=CC=CC12)C1=CC=CC=C1